C1(CC1)N1N=CC(=C1)C=C1CN(C1)C(=O)OC(C)(C)C tert-butyl 3-((1-cyclopropyl-1H-pyrazol-4-yl)methylene)azetidine-1-carboxylate